tert-butyl 6,7-dichloro-10-(1-(tetrahydro-2H-pyran-2-yl)-1H-pyrazol-4-yl)-3,4-dihydropyrazino[1,2-a]indole-2(1H)-carboxylate ClC1=C(C=CC=2C(=C3N(C12)CCN(C3)C(=O)OC(C)(C)C)C=3C=NN(C3)C3OCCCC3)Cl